1-((S)-1-(4-fluorophenyl)ethyl)-N3-methyl-1H-pyrazole-3,5-dicarboxamide FC1=CC=C(C=C1)[C@H](C)N1N=C(C=C1C(=O)N)C(=O)NC